FC=1C=C(CN2C3=C(C(=C(CC2=O)C(=O)OC)O)C=CC=C3)C=CC1 Methyl 1-(3-fluorobenzyl)-5-hydroxy-2-oxo-2,3-dihydro-1H-benzo[b]azepine-4-carboxylate